C(C)(C)(C)OC(=O)C(C)CCCCCC octane-2-carboxylic acid (S)-tert-butyl ester